tert-Butyl (E)-(3-(2-bromothiazol-5-yl)allyl)carbamate BrC=1SC(=CN1)/C=C/CNC(OC(C)(C)C)=O